C(C)S(=O)(=O)C=1C(=NC=C(C1)C1=CC=C(C=C1)F)C(=NC1=NC=C(C=C1)C(F)(F)F)Cl 3-(ethylsulfonyl)-5-(4-fluorophenyl)-N-(5-(trifluoromethyl)pyridin-2-yl)pyridineimidoyl chloride